[I-].[I-].CC1=C(C(=C(C1(C)[Zr+2]C1C(=CC2=CC=CC=C12)C(C)C)C)C)C (pentamethylcyclopentadienyl)(2-isopropylindenyl)zirconium diiodide